N-(2,2-dimethyl-4,20-dioxo-3,8,11,14,17-pentaoxa-5-azaeicosan-20-yl)-L-cysteine tert-butyl ester C(C)(C)(C)OC([C@@H](NC(CCOCCOCCOCCOCCNC(OC(C)(C)C)=O)=O)CS)=O